ClC(C(=O)O)=C alpha-chloroacrylic acid